10-(3-methoxy-2,2-dimethyl-3-oxopropanamido)-2,4a,6a,6b,9,9,12a-heptamethyl-13-oxo-1,2,3,4,4a,5,6,6a,6b,7,8,8a,9,10,11,12,12a,12b,13,14b-icosahydropicene-2-carboxylate COC(C(C(=O)NC1C(C2CCC3(C4(CCC5(CCC(CC5C4=CC(C3C2(CC1)C)=O)(C(=O)[O-])C)C)C)C)(C)C)(C)C)=O